FC=1C=CC2=C(CN(S2)C)C1C(F)(F)F 5-fluoro-4-trifluoromethyl-2-methylbenzo[d]isothiazol